FC=1C=C(C=C(C1OC1=CC=NC2=CC(=C(C=C12)O[C@H](CO)C)OC)F)NC(=O)C=1C=NC=CC1OC (S)-N-(3,5-difluoro-4-{[6-((1-hydroxy-propan-2-yl)oxy)-7-methoxyquinolin-4-yl]oxy}phenyl)-4-methoxypyridine-3-carboxamide